FC(C=1C=C(C=C(C1)C(F)(F)F)[C@@H]1C([C@H]1C(=O)O)(Cl)Cl)(F)F trans-3-(3,5-bis(trifluoromethyl)phenyl)-2,2-dichloro-cyclopropane-1-carboxylic acid